N-(1-(1-(2-(3-azaspiro[5.5]undec-9-yl)ethyl)piperidin-4-yl)-3-(difluoromethyl)-1H-Pyrazol-4-yl)-5-((1R,4R)-2-oxo-5-azabicyclo[2.2.1]heptane-5-yl)pyrazolo[1,5-a]pyrimidine-3-Carboxamide C1CNCCC12CCC(CC2)CCN2CCC(CC2)N2N=C(C(=C2)NC(=O)C=2C=NN1C2N=C(C=C1)N1[C@H]2CC([C@@H](C1)C2)=O)C(F)F